titanium diethanolamine titanium [Ti].N(CCO)CCO.[Ti]